toluene-bis(pentyl thiocarbamate) C(CCCC)NC(O)=S.C(CCCC)NC(O)=S.CC1=CC=CC=C1